CC1=NN2C(N=C(C=C2O)C)=C1 2,5-dimethylpyrazolo[1,5-a]pyrimidin-7-ol